(5-{[2-(4-chlorophenyl)imidazo[1,2-a]pyridin-3-yl]methyl}-2,5-diazabicyclo[2.2.2]oct-2-yl)[3-(trifluoromethyl)phenyl]methanone ClC1=CC=C(C=C1)C=1N=C2N(C=CC=C2)C1CN1C2CN(C(C1)CC2)C(=O)C2=CC(=CC=C2)C(F)(F)F